C(C1=CC=CC=C1)OC(=O)C1[N@](C1)C(C1=CC=CC=C1)(C1=CC=CC=C1)C1=CC=CC=C1 (S)-1-tritylazacyclopropane-2-carboxylic acid benzyl ester